tert-butyl (2-(2-(2-fluoro-5-(2-((5-methyl-4-(1-((2-nitrophenyl)sulfonyl)indolin-5-yl)thiazol-2-yl)amino)-2-oxoethyl)phenoxy)ethoxy)ethyl)carbamate FC1=C(OCCOCCNC(OC(C)(C)C)=O)C=C(C=C1)CC(=O)NC=1SC(=C(N1)C=1C=C2CCN(C2=CC1)S(=O)(=O)C1=C(C=CC=C1)[N+](=O)[O-])C